3-(3-Hydroxy-5-(naphthalen-2-yl)pyridinecarboxamido)-2,2-dimethylpropionic acid OC=1C(=NC=C(C1)C1=CC2=CC=CC=C2C=C1)C(=O)NCC(C(=O)O)(C)C